COCCOC1=CC=C(C=C1)CC(=O)N [4-(2-methoxyethoxy)phenyl]acetamide